methyl 4-(5-chloro-3-fluoropyridin-2-yl)-5-methylthiophene-2-carboxylate ClC=1C=C(C(=NC1)C=1C=C(SC1C)C(=O)OC)F